N,N-dimethyl-8-hydroxy-5-nitroquinoline-3-carboxamide CN(C(=O)C=1C=NC2=C(C=CC(=C2C1)[N+](=O)[O-])O)C